FC(C1=NN=C(S1)N1N=C2C=C(C=CC2=C1)S(=O)(=O)NC1(COC1)C)F 2-(5-(difluoromethyl)-1,3,4-thiadiazol-2-yl)-N-(3-methyloxetan-3-yl)-2H-indazole-6-sulfonamide